C[Si](OCCC)(OCCC)C dimethyldi(n-propoxy)silane